7-((tert-butoxycarbonyl)amino)heptanoic acid C(C)(C)(C)OC(=O)NCCCCCCC(=O)O